(S)-(3-(1-amino-4-fluoro-1,3-dihydrospiro[indene-2,4'-piperidin]-1'-yl)-6-(2,3-dichlorophenyl)-5-methylpyrazin-2-yl)methanol N[C@@H]1C2=CC=CC(=C2CC12CCN(CC2)C=2C(=NC(=C(N2)C)C2=C(C(=CC=C2)Cl)Cl)CO)F